ClC=1C(=C(C=CC1)CNC(=O)[C@H]1N[C@H]2C[C@H]2C1)F (1S,3S,5S)-N-(3-chloro-2-fluorophenylmethyl)-2-azabicyclo[3.1.0]Hexane-3-carboxamide